C(#N)C1(CC1)C1=CC=C(C=C1)N(CC(C)OC1CCN(CC1)C(=O)OC(C)(C)C)C1=C(C=CC(=C1)C=1C(=NOC1C)C)C t-butyl 4-((1-((4-(1-cyanocyclopropyl)phenyl)(5-(3,5-dimethylisoxazol-4-yl)-2-methylphenyl)amino)propan-2-yl)oxy)piperidine-1-carboxylate